N=1NN=NC1[C@@H]1CN(C[C@H]1OCC1=CC=C(C=C1)C(F)(F)F)C(=O)OC(C)(C)C Tert-Butyl trans-3-(2H-tetrazol-5-yl)-4-(4-(trifluoromethyl)benzyloxy)pyrrolidine-1-carboxylate